[Zn].[Cd].[Hg].C[C@@H]1COC[C@H](N1C[C@@]1(N(CCNC1)CC=O)C)C 2-((2R,5R)-2-(((3R,5R)-3,5-dimethylmorpholino)methyl)methylpiperazin-1-yl)ethan-1-one Mercury Cadmium Zinc